N-(3-methylhexyl)-bicyclo[2.2.1]Hept-5-ene-2,3-dicarboximide CC(CCN1C(=O)C2C3C=CC(C2C1=O)C3)CCC